4-[[4-[(1-tert-butoxycarbonyl-4-piperidinyl)oxy]cyclohexyl]methyl]-3,3-dimethyl-piperazine-1-carboxylic acid benzyl ester C(C1=CC=CC=C1)OC(=O)N1CC(N(CC1)CC1CCC(CC1)OC1CCN(CC1)C(=O)OC(C)(C)C)(C)C